NC(C=1N=C2N(N=C(C(=N2)C2CCOCC2)C[C@@H]2C(NC[C@@H](C2)C(F)(F)F)=O)C1)C1CCC2CC2CC1 (3R,5R)-3-((6-(amino(bicyclo[5.1.0]octan-4-yl)methyl)-3-(tetrahydro-2H-pyran-4-yl)imidazo[1,2-b][1,2,4]triazin-2-yl)methyl)-5-(trifluoromethyl)piperidin-2-one